CC1=CC=CC(=N1)C1=C(N=CN1)C=1C=C2C=C(C=NC2=CC1)C=1C=CC(=NC1)C(=O)OCC1CNC1 azetidin-3-ylmethyl 5-[6-[5-(6-methyl-2-pyridyl)-1H-imidazol-4-yl]-3-quinolyl]pyridine-2-carboxylate